C1(CCCC1)C1=CC(=NN1)NC1=NC(=NC=C1)N(C1CC2(CN(C2)C(=O)OC(C)(C)C)C1)C Tertiary butyl 6-((4-((5-cyclopentyl-1H-pyrazol-3-yl) amino) pyrimidin-2-yl) (methyl) amino)-2-azaspiro[3.3]heptane-2-carboxylate